N-(5-((4-(5-cyclopropyl-3,3-dimethyl-2,3-dihydro-1H-pyrrolo[3,2-b]pyridin-1-yl)pyrimidin-2-yl)amino)-2-((2-(dimethylamino)ethyl)(methyl)amino)-4-methoxyphenyl)acrylamide C1(CC1)C1=CC=C2C(=N1)C(CN2C2=NC(=NC=C2)NC=2C(=CC(=C(C2)NC(C=C)=O)N(C)CCN(C)C)OC)(C)C